N1(N=CC=C1)C1N(CCCC1)C(=O)[O-] 1H-pyrazol-1-ylpiperidine-1-carboxylate